C[N+](CC(=O)N(CCO)CCO)(C)C (α-trimethylammonioacetyl)diethanolamine